4-(benzyloxy)-7-fluoro-1H-indole C(C1=CC=CC=C1)OC1=C2C=CNC2=C(C=C1)F